2-((8-(2-chloro-4-((1-methylpiperidin-4-yl)oxy)phenyl)-6-(1-methylcyclopropoxy)-9H-purin-9-yl)methyl)-5-methylthiazole ClC1=C(C=CC(=C1)OC1CCN(CC1)C)C=1N(C2=NC=NC(=C2N1)OC1(CC1)C)CC=1SC(=CN1)C